methyl 2-chloro-4-[[4-[1-isopropyl-4-(trifluoromethyl)imidazol-2-yl]-3-methoxy-phenyl]amino]pyrimidine-5-carboxylate ClC1=NC=C(C(=N1)NC1=CC(=C(C=C1)C=1N(C=C(N1)C(F)(F)F)C(C)C)OC)C(=O)OC